tris(2-(2-methoxyethoxy)-ethyl)amine COCCOCCN(CCOCCOC)CCOCCOC